C1(CC1)C1=CC(=NO1)C1=CN(C=2N=CN=C(C21)N)C2CCOCC2 5-(5-cyclopropylisoxazol-3-yl)-7-(tetrahydro-2H-pyran-4-yl)-7H-pyrrolo[2,3-d]pyrimidin-4-amine